chromium(II) glutarate C(CCCC(=O)[O-])(=O)[O-].[Cr+2]